N[C@H](C(=O)N1[C@@H]([C@H]2[C@H]3CC[C@@H]([C@H]2C1)O3)C(=O)O)C(C)(C)C (1S,3aR,4S,7R,7aS)-2-((S)-2-amino-3,3-dimethylbutanoyl)octahydro-1H-4,7-epoxyisoindole-1-carboxylic acid